O=C1NC=C(C(N1)=O)C=1C=C(C=2N(N1)C=CN2)[C@@H]2[C@H](C2)C2=CC(=C(C#N)C=C2)OC(F)(F)F 4-((1S,2S)-2-(6-(2,4-dioxo-1,2,3,4-tetrahydropyrimidin-5-yl)imidazo[1,2-b]pyridazin-8-yl)cyclopropyl)-2-(trifluoromethoxy)benzonitrile